(S)- and (R)-2-(3-(2-((4-cyanophenethyl)amino)-2-phenylacetyl)-1H-indol-6-yl)-N,N-dimethylacetamide C(#N)C1=CC=C(CCN[C@H](C(=O)C2=CNC3=CC(=CC=C23)CC(=O)N(C)C)C2=CC=CC=C2)C=C1 |r|